CC(CO)[C@H](C(=O)O)N The molecule is a D-valine derivative that is D-valine which carries a hydroxy group at position 4. It is a non-proteinogenic amino acid and a D-valine derivative.